2-(tert-butyl)imidazo[1,2-a]Pyridine-6-Carboxylic acid methyl ester COC(=O)C=1C=CC=2N(C1)C=C(N2)C(C)(C)C